C1=C(C=CC2=CC=CC=C12)C(CC(=O)C1=CC=CC=C1)=O 1-(naphthalene-2-yl)-3-phenylpropane-1,3-dione